bis(trichloromethyl) carbonate C(OC(Cl)(Cl)Cl)(OC(Cl)(Cl)Cl)=O